C(C)(C)(C)[S@@](=O)N[C@@H]1C[C@@H](CC12CCN(CC2)C(=O)OC(C)(C)C)OC=C tert-butyl (1R,3R)-1-(((R)-tert-butylsulfinyl)amino)-3-(vinyloxy)-8-azaspiro[4.5]decane-8-carboxylate